C(CC1=CC=CC=C1)C1(CCN(CC1)CC1=CC2=C(NC(OC2)=O)C=C1)C1OCCCC1 6-((4-phenethyl-4-(tetrahydro-2H-pyran-2-yl)piperidin-1-yl)methyl)-1H-benzo[d][1,3]oxazin-2(4H)-one